4-(2-(4-fluorobenzyl)-2H-tetrazol-5-yl)-N-(2-hydroxyethyl)-2-methoxybenzenesulfonamide FC1=CC=C(CN2N=C(N=N2)C2=CC(=C(C=C2)S(=O)(=O)NCCO)OC)C=C1